NC[C@H]1CCCO1 (2S,5R)-5-(aminomethyl)tetrahydrofuran